O[C@]1(C2=NN=C(C3=C(C=C(C(C(C4(CC4)CCCCC1)=O)=N3)C(F)(F)F)NC(OC(C)(C)C)=O)O2)C(F)(F)F tert-butyl N-[(6R)-6-hydroxy-13-oxo-6,15-bis(trifluoromethyl)spiro[19-oxa-3,4,18-triazatricyclo[12.3.1.12,5]nonadeca-1(17),2,4,14(18),15-pentaene-12,1'-cyclopropane]-17-yl]carbamate